dimethyl-tetradecylaminopropylamine oxide (myristamidopropylaminoxide) C(CCCCCCCCCCCCC)(=O)NCCCN[O-].C[N+](CCCNCCCCCCCCCCCCCC)(C)[O-]